BrC1=C(C=CC(=C1)F)C(CF)O 1-(2-Bromo-4-fluoro-phenyl)-2-fluoro-ethanol